C(C(C)C)C1OCC(O1)C 2-isobutyl-4-methyl-1,3-dioxacyclopentane